ClC1=C2CCN(CC2=CC=C1)C(=O)C1=CC2=C(N=C(O2)C2C(NC(CC2)=O)=O)C=C1 3-(6-(5-chloro-1,2,3,4-tetrahydroisoquinoline-2-carbonyl)benzo[d]oxazol-2-yl)piperidine-2,6-dione